CC(=O)OC1=C(C(=CC=C1F)C([C@@H](NC([C@@H](N)C(C)C)=O)CC(=O)OC)=O)F valyl-O-methylaspartyl-(2,6-difluorophenoxy) methyl ketone